C(C)OC=CCC(F)(F)F 4-ethoxy-1,1,1-trifluorobutane-3-ene